CC(C[C@H](CC(=O)O)NC(C[C@H]1N(C(CC1)=O)CC1=CC=C(C=C1)C)=O)C (2R)-4-methyl-2-[[2-[(2S)-1-[(4-methylphenyl)methyl]-5-oxopyrrolidin-2-yl]acetyl]amino]pentanecarboxylic acid